bis-(4-isocyanatocyclohexyl)methane N(=C=O)C1CCC(CC1)CC1CCC(CC1)N=C=O